(7s)-(E)-N-(4-((4-(2,3-difluorophenoxy)-2-(2-hydroxypropane-2-yl)phenyl)amino)-7-methoxyquinazolin-6-yl)-4-(dimethylamino)but-2-enamide FC1=C(OC2=CC(=C(C=C2)NC2=NC=NC3=CC(=C(C=C23)NC(\C=C\CN(C)C)=O)OC)C(C)(C)O)C=CC=C1F